O=C1C=C(N=C2N1C=CC=C2)C(=O)NCC2=CC=C1C=C(NC1=C2)CNC(C)(C(C)(C)C)C 4-oxo-N-[(2-{1-[(2,3,3-trimethylbutan-2-yl)amino]methyl}-1H-indol-6-yl)methyl]-4H-pyrido[1,2-a]pyrimidine-2-carboxamide